γ-methylacryloxypropyl-dimethoxymethyl-silane CC=CC(=O)OCCC[SiH2]C(OC)OC